((3aR,4R,6R,6aR)-6-(4-aminopyrrolo[2,1-f][1,2,4]triazin-7-yl)-6-cyano-2,2-dimethyl tetrahydrofuro[3,4-d][1,3]dioxol-4-yl)methyl 2-phenylacetate C1(=CC=CC=C1)CC(=O)OC[C@H]1O[C@@]([C@@H]2OC(O[C@@H]21)(C)C)(C#N)C2=CC=C1C(=NC=NN12)N